cis-3-(4-(methoxycarbonyl)phenyl)-1-methylcyclohexane-1-carboxylic acid COC(=O)C1=CC=C(C=C1)[C@@H]1C[C@@](CCC1)(C(=O)O)C